OC=1C=CC=C(C1)C1C=CC(=O)O1 5-Hydroxy-4-phenylbutenolide